NC=1C=CC(=C(C1)C(=O)C=1C=C2N=CC=NC2=CC1)F (5-amino-2-fluorophenyl)(quinoxalin-6-yl)methanone